2-(2-((2S*,4R*)-2-(aminomethyl)-5-chloro-2-phenyl-2,3-dihydrobenzofuran-4-yl)-3-fluorophenoxy)ethan-1-amine NC[C@@]1(OC2=C(C1)C(=C(C=C2)Cl)C2=C(OCCN)C=CC=C2F)C2=CC=CC=C2 |o1:2|